C(C)(C)NC(O[C@H]1C[C@H](CC1)C1=CC(=NN1)NC(COC1=C(C(=CC(=C1)C#C)O)C=O)=O)=O (1R,3S)-3-(3-(2-(5-ethynyl-2-formyl-3-hydroxyphenoxy)acetamido)-1H-pyrazol-5-yl)cyclopentyl isopropylcarbamate